ethylene glycol bis(succinimidosuccinate) C1(CCC(N1C(C(=O)O)CC(=O)O)=O)=O.C1(CCC(N1C(C(=O)O)CC(=O)O)=O)=O.C(CO)O